[N+](=O)([O-])C=1C=C(C(=O)N)C=CC1 3-nitrobenzoamide